(Z)-3-propylhept-2-enoate C(CC)/C(=C/C(=O)[O-])/CCCC